6-((3-((benzyloxy)methyl)oxetan-3-yl)methoxy)-5-bromopyridine methyl-formate COC=O.C(C1=CC=CC=C1)OCC1(COC1)COC1=C(C=CC=N1)Br